(E)-3-bromo-2-chloro-5-(3-methoxyprop-1-en-1-yl)pyridine BrC=1C(=NC=C(C1)\C=C\COC)Cl